2-(4-Cyano-phenoxy)-2-(4-ethanesulfonyl-phenyl)-N-[6-(2-morpholin-4-yl-ethoxy)-benzothiazol-2-yl]-acetamide C(#N)C1=CC=C(OC(C(=O)NC=2SC3=C(N2)C=CC(=C3)OCCN3CCOCC3)C3=CC=C(C=C3)S(=O)(=O)CC)C=C1